N'-(2,5-dimethyl-4-((4-(trifluoromethyl)phenyl)amino)phenyl)-N-ethyl-N-methylformimidamide CC1=C(C=C(C(=C1)NC1=CC=C(C=C1)C(F)(F)F)C)N=CN(C)CC